ClC1=CC=C(C=C1)C1=C(CC2(CC2)CC1)CN1CCN(CC1)C1=CC=C(C(=O)NS(=O)(=O)C2=CC(=CC=C2)S(=O)(=O)C(F)(F)F)C=C1 4-(N-(4-(4-((6-(4-Chlorophenyl)spiro[2.5]oct-5-en-5-yl)methyl)piperazin-1-yl)benzoyl)aminosulfonyl)-2-((trifluoromethyl)sulfonyl)benzene